dioctadecyl 3,3'-dithiodipropionate C(CCSSCCC(=O)OCCCCCCCCCCCCCCCCCC)(=O)OCCCCCCCCCCCCCCCCCC